Methyl 4-[4-(4-amino-1-methylpyrrole-2-amido)-1-methylimidazole-2-amido]-1-methylpyrrole-2-carboxylate NC=1C=C(N(C1)C)C(=O)NC=1N=C(N(C1)C)C(=O)NC=1C=C(N(C1)C)C(=O)OC